CC1(CCN(CC1)C1=NC=2C(=CC(=CC2C=2N1C=NN2)C)C(C)O)C 1-(5-(4,4-dimethylpiperidin-1-yl)-9-methyl-[1,2,4]triazolo[4,3-c]quinazolin-7-yl)ethan-1-ol